C(C)(C)[C@@H]1N(CCNC1)C(=O)OC(C)(C)C tert-butyl (S)-2-isopropylpiperazine-1-carboxylate